FC(C(=O)O)(F)F.CCCCCCCCC Nonane trifluoroacetate